C(C)(C)(C)OC(=O)N[C@@H](CC(C)C)C(=O)N[C@@H](C[C@H]1C(NCCC1)=O)C(=O)N N-(tert-butoxycarbonyl)-L-leucyl-3-[(3S)-2-oxopiperidin-3-yl]-L-alaninamide